diethyl-5-dibromomethyl-2,3-pyridinedicarboxylic acid C(C)C1=C(C(=C(C(=N1)C(=O)O)C(=O)O)CC)C(Br)Br